C(#N)C1=C(C=CC=C1)S(=O)(=O)N1C[C@@H]([C@@](C1)(CO)O)OC1=CC(=C(C#N)C=C1)F 4-(((3s,4r)-1-((2-cyanophenyl)sulfonyl)-4-hydroxy-4-(hydroxymethyl)pyrrolidin-3-yl)oxy)-2-fluorobenzonitrile